2,2'-oxybis(tetrahydropyran) O(C1OCCCC1)C1OCCCC1